O1C(OCC1)C=1C=C(C=NC1)N1CC(C2=CC=CC=C12)(O)CC 1-(5-(1,3-dioxolan-2-yl)pyridin-3-yl)-3-ethyl-3-hydroxyindolin